4-chloro-N-(2,4-dimethyl-1-phenylpent-4-en-2-yl)-6,7-dihydro-5H-cyclopenta[b]pyridine-3-carboxamide ClC1=C2C(=NC=C1C(=O)NC(CC1=CC=CC=C1)(CC(=C)C)C)CCC2